2-(2-(1-(3,4-difluorophenyl)-6-oxopiperidin-2-yl)-7-(3,5-dimethylisoxazol-4-yl)imidazo[1,2-a]pyridin-3-yl)thiazole-5-carboxylic acid FC=1C=C(C=CC1F)N1C(CCCC1=O)C=1N=C2N(C=CC(=C2)C=2C(=NOC2C)C)C1C=1SC(=CN1)C(=O)O